ClC=1N=C(SC1NCC)C=1C=NC=CC1 4-chloro-N-ethyl-2-(pyridin-3-yl)-1,3-thiazol-5-amine